NC=1C2=C(N=CN1)CCN(C2)C=2C=C(C=CC2C)C#C[C@]2(C(N(CC2)C)=O)O (R)-3-((3-(4-amino-7,8-dihydropyrido[4,3-d]pyrimidin-6(5H)-yl)-4-methylphenyl)ethynyl)-3-hydroxy-1-methylpyrrolidin-2-one